CO[C@]1(CNCC1)COC=1C(=CC(=NC1)C)C1=CC=2N(C=C1)N=C(C2)NC(=O)C2CC2 (R)-N-[5-[5-[(3-methoxypyrrolidin-3-yl)methoxy]-2-methyl-4-pyridyl]pyrazolo[1,5-a]pyridin-2-yl]cyclopropanecarboxamide